2-(4-fluorophenyl)-N-{4-[3-(2-hydroxyphenyl)-5-methyl-4-oxo-4,5-dihydro-1H-pyrrolo[3,2-c]pyridin-2-yl]pyridin-2-yl}propanamide FC1=CC=C(C=C1)C(C(=O)NC1=NC=CC(=C1)C1=C(C=2C(N(C=CC2N1)C)=O)C1=C(C=CC=C1)O)C